(2-amino-6-(2-chloro-3-fluorophenyl)imidazo[1,2-a]pyridin-3-yl)((1s,2s)-2-fluorocyclopropyl)methanone palmitoyl-eleostearate C(CCCCCCCCCCCCCCC)(=O)OC(CCCCCCCC=CC=CC=CCCCC)=O.NC=1N=C2N(C=C(C=C2)C2=C(C(=CC=C2)F)Cl)C1C(=O)[C@H]1[C@H](C1)F